tri(4-(4-pyridyl)phenyl)amine N1=CC=C(C=C1)C1=CC=C(C=C1)N(C1=CC=C(C=C1)C1=CC=NC=C1)C1=CC=C(C=C1)C1=CC=NC=C1